C(C(C)C)C1=CC=C(C=C1)C(=O)C1=C(C=C(C(=C1)O)O)F (4-isobutylphenyl)(2-fluoro-4,5-dihydroxyphenyl)methanone